1-(3-(trifluoromethyl)pyridin-4-yl)cyclopropane-1-carboxylic acid FC(C=1C=NC=CC1C1(CC1)C(=O)O)(F)F